CC1N(C(CNC1)C)C1=C2CN(C(C2=CC(=C1F)F)=O)C1C(NC(CC1)=O)=O 3-(4-(2,6-dimethylpiperazin-1-yl)-5,6-difluoro-1-oxoisoindolin-2-yl)piperidine-2,6-dione